N-((S)-(2,3-dichloro-6-fluorophenyl)(1-methylcyclopentyl)methyl)-3-methyl-2-oxo-1,3-diazaspiro[4.4]nonane-7-carboxamide ClC1=C(C(=CC=C1Cl)F)[C@@H](NC(=O)C1CC2(CN(C(N2)=O)C)CC1)C1(CCCC1)C